(R)-N-(tert-butoxycarbonyl)-N-(3-methoxy-2-(octylamino)-3-oxopropyl)glycine C(C)(C)(C)OC(=O)N(CC(=O)O)C[C@H](C(=O)OC)NCCCCCCCC